N[C@H](C(=O)OC)COC1=C(C=CC(=C1)C(F)(F)F)C=1OC2=C(C=CC=C2C(C1)=O)Cl methyl (2S)-2-amino-3-[2-(8-chloro-4-oxo-chromen-2-yl)-5-(trifluoromethyl)phenoxy]propanoate